ClC1=C(C=C(C=C1N)C)N(C)C1=CC(=CC=C1)Cl 2-chloro-N1-(3-chlorophenyl)-N1,5-dimethylbenzene-1,3-diamine